ClC=1C=C(C=CC1)C(=O)N1CCC2(CO2)CC1 (3-chlorophenyl)(1-oxa-6-azaspiro[2.5]oct-6-yl)methanone